C1=C(C=C(C(=C1O)O)O)C(=O)OC[C@@H]2[C@H]([C@@H]([C@H]([C@@H](O2)OC(=O)C3=CC(=C(C(=C3)O)O)O)OC(=O)C4=CC(=C(C(=C4)O)O)O)OC(=O)C5=CC(=C(C(=C5)O)O)O)O The molecule is a galloyl-beta-D-glucose compound having four galloyl groups in the 1-, 2-, 3- and 6-positions. It is a gallate ester and a galloyl beta-D-glucose.